FC=1C=C(C=C(C1)C)N1N=C(C(=C1)C1=CC=C(C=C1)F)[C@H]1OCC(N1CCC=1C=CC2=CC(N=C2C1)=O)=O (2R)-2-(1-(3-fluoro-5-methylphenyl)-4-(4-fluorophenyl)-1H-pyrazol-3-yl)-3-(2-(2-oxoindol-6-yl)ethyl)oxazolidin-4-one